C1(=CC=CC=C1)SCC(C)O 1-(phenylthio)propan-2-ol